2-(4-bromo-2-fluorophenyl)-7-(1-methyl-1H-pyrazol-4-yl)pyrazolo[1,5-a]pyrimidine-5-carboxylic acid lithium salt [Li+].BrC1=CC(=C(C=C1)C1=NN2C(N=C(C=C2C=2C=NN(C2)C)C(=O)[O-])=C1)F